3-(3,3-difluoroazetidin-1-yl)-3-(4-hydroxyphenyl)-7-(trifluoromethyl)indolin-2-one FC1(CN(C1)C1(C(NC2=C(C=CC=C12)C(F)(F)F)=O)C1=CC=C(C=C1)O)F